ClC1=CC=C(C=C1)C=1N=C2N(C=CC=C2)C1CN1CC2CCC(C1)N2C(=O)N(C2=CC=CC=C2)CC 3-{[2-(4-chlorophenyl)imidazo[1,2-a]pyridin-3-yl]methyl}-N-ethyl-N-phenyl-3,8-diazabicyclo[3.2.1]octane-8-carboxamide